(R)-N-((1H-pyrrolo[3,2-c]pyridin-2-yl)methyl)-2-(5-(((R)-1-(dibenzo[b,d]furan-2-yl)ethyl)amino)-2-(2-fluorophenyl)-6-oxopyrimidin-1(6H)-yl)acrylamide N1C(=CC=2C=NC=CC21)CNC(C(=C)N2C(=NC=C(C2=O)N[C@H](C)C2=CC1=C(OC3=C1C=CC=C3)C=C2)C2=C(C=CC=C2)F)=O